5-Fluoro-4-[2-(5-fluoro-2-pyridyl)-5,5-bis(methyl-d3)-4,6-dihydropyrrolo[1,2-b]pyrazol-3-yl]-6-methyl-1H-pyrazolo[3,4-b]pyridine FC=1C(=C2C(=NC1C)NN=C2)C2=C1N(N=C2C2=NC=C(C=C2)F)CC(C1)(C([2H])([2H])[2H])C([2H])([2H])[2H]